tert-butyl 3-amino-3-(4-chlorobenzyl)piperidine-1-carboxylate NC1(CN(CCC1)C(=O)OC(C)(C)C)CC1=CC=C(C=C1)Cl